C1(=CCCCC1)C1=NN(C2=C1N=C(N=C2)NC=2C(=CC=1N(C2)N=CN1)C)C 3-(cyclohex-1-en-1-yl)-1-methyl-N-(7-methyl-[1,2,4]triazolo[1,5-a]pyridin-6-yl)-1H-pyrazolo[4,3-d]pyrimidin-5-amine